N-cyclopropylmethylcyclohexylamine C1(CC1)CNC1CCCCC1